2,5-dibromo-3-methylpyridine BrC1=NC=C(C=C1C)Br